(R)-1-[(S)-2-(dicyclohexylphosphino)ferrocenyl]ethyldicyclohexylphosphine C1(CCCCC1)P(C=1[C-](C=CC1)[C@@H](C)P(C1CCCCC1)C1CCCCC1)C1CCCCC1.[CH-]1C=CC=C1.[Fe+2]